dicyclohexyl-(2',6'-diisopropyloxyphenyl-[1,1'-biphenyl]-2-yl)phosphine C1(CCCCC1)P(C1=C(C=CC=C1C1=CC=CC=C1)C1=C(C=CC=C1OC(C)C)OC(C)C)C1CCCCC1